NC1=C(C=C2C(=N1)C(C=1C=CC=CC1O2)=O)OC2=CC=C(C=C2)N2CCN(CC2)CC2CCN(CC2)C2=CC(=C1CN(C(C1=C2)=O)C2C(NC(CC2)=O)=O)OC 3-(6-(4-((4-(4-((2-amino-10-oxo-10H-chromeno[3,2-b]pyridin-3-yl)oxy)phenyl)piperazin-1-yl)methyl)piperidin-1-yl)-4-methoxy-1-oxoisoindolin-2-yl)piperidine-2,6-dione